C1(CC1)N1C[C@@H](CCC1)NC=1N=NC(=C2C1C=NC=C2)C2=CC=C(C=C2)OC (R)-N-(1-cyclopropylpiperidin-3-yl)-1-(4-methoxyphenyl)pyrido[3,4-d]pyridazin-4-amine